CC=1SC(=C(N1)[C@@H](C(C)(C)C)N)C (R)-1-(2,5-Dimethylthiazol-4-yl)-2,2-dimethylpropan-1-amine